rel-(4S,5R)-5-((5-chloro-4-(4-fluoro-1-isopropyl-2-methyl-1H-benzo[d]imidazol-6-yl)pyrimidin-2-yl)amino)-2-(methoxymethyl)-4,5,6,7-tetrahydropyrazolo[1,5-a]pyridin-4-ol ClC=1C(=NC(=NC1)N[C@H]1[C@@H](C=2N(CC1)N=C(C2)COC)O)C=2C=C(C1=C(N(C(=N1)C)C(C)C)C2)F |o1:8,9|